6-((2S,4R)-2-((((S)-tetrahydrofuran-3-yl)oxy)methyl)-4-(4-(trifluoromethyl)phenoxy)pyrrolidin-1-yl)nicotinic acid O1C[C@H](CC1)OC[C@H]1N(C[C@@H](C1)OC1=CC=C(C=C1)C(F)(F)F)C1=NC=C(C(=O)O)C=C1